2-nitro-phenyl-acetamide [N+](=O)([O-])C1=C(C=CC=C1)CC(=O)N